ClC1=CC=C(C(=N1)C(=NO)N)N[C@H](C)C=1C=C(C=C2C(C(=C(OC12)C=1C=NC=CC1)C=1C=NOC1)=O)C 6-Chloro-N'-hydroxy-3-[[(1R)-1-[3-isoxazol-4-yl-6-methyl-4-oxo-2-(3-pyridyl)-chromen-8-yl]ethyl]amino]-pyridine-2-carboxamidine